(S)-α-amino-N-[4-[[hexahydro-4-[[4-(phenylmethoxy)phenyl]methyl]-1H-1,4-diazepin-1-yl]methyl]phenyl]benzenepropanamide N[C@H](C(=O)NC1=CC=C(C=C1)CN1CCN(CCC1)CC1=CC=C(C=C1)OCC1=CC=CC=C1)CC1=CC=CC=C1